FC1=CC=C(\C=N\NC2=NC(=NC(=C2)C(F)(F)F)SCC#C)C=C1 (E)-4-(2-(4-fluorobenzylidene)hydrazino)-2-(prop-2-yn-1-ylthio)-6-(trifluoromethyl)pyrimidine